C[C@]1(C[C@@H]2N(C=3C=CC=CC3N(C2)C2=CC=C(C=C2)C(F)(F)F)CC1)C(=O)O (cis)-8-methyl-5-(4-(trifluoromethyl)phenyl)-6,6a,7,8,9,10-hexahydro-5H-pyrido[1,2-a]quinoxaline-8-carboxylic acid